C(CCC)NC=1N=CC2=C(N1)N(C=C2C2=CC=C(C=C2)[C@H](C)N2CCNCC2)[C@@H]2CC[C@H](CC2)O trans-4-[2-(butylamino)-5-[4-[(1S)-1-(piperazin-1-yl)ethyl]phenyl]pyrrolo[2,3-d]pyrimidin-7-yl]cyclohexan-1-ol